C(C1=CC=CC=C1)(=O)C=1C=C(C=CC1)[C@H](C(=O)O)C (R)-2-(3-benzoylphenyl)-propionic acid